N-Methyl-6-(1-phenyl-1H-pyrazol-4-yl)pyridazin-3-amin CNC=1N=NC(=CC1)C=1C=NN(C1)C1=CC=CC=C1